C1(=CC=CC=C1)OC(NC1=CC(=C(C=C1)F)C#N)=O phenyl(3-cyano-4-fluorophenyl)carbamate